S(=O)(=O)([O-])[O-].[Rb+].[Mn+2] manganese rubidium sulfate